ClC=1C(=C(C=CC1)NC1=NC=NC2=CC(=C(C=C12)NC(=O)N1[C@@H](CN(CC1)C(=O)OC(C)(C)C)C)OC)F tert-butyl 4-{[4-((3-chloro-2-fluorophenyl) amino)-7-methoxyquinazolin-6-yl] carbamoyl}-(R)-3-methylpiperazine-1-carboxylate